FC=1C(=C(C=CC1F)NC1=C(C(=O)O)C=C(C=N1)C(F)(F)F)C 2-((3,4-difluoro-2-methylphenyl)amino)-5-(trifluoromethyl)-nicotinic acid